2-erucyl-sn-glycero-3-phosphate C(CCCCCCCCCCC\C=C/CCCCCCCC)O[C@H](CO)COP(=O)(O)O